C(C1=CC=CC=C1)=[C-]C(=O)C=CC1=CC=CC=C1.C(C1=CC=CC=C1)=[C-]C(=O)C=CC1=CC=CC=C1.[Pd+2] palladium bisdibenzylideneacetonide